ONC(=O)C1=CC2=C(CN(C(CO2)C2=CC=CC=C2)C(=O)C2(CCOCC2)C)C=C1 N-hydroxy-4-(4-methyltetrahydro-2H-pyran-4-carbonyl)-3-phenyl-2,3,4,5-tetrahydrobenzo[f][1,4]oxazepine-8-carboxamide